Iron acetylide [C-]#[C-].[Fe+2]